7-((1r,4r)-4-(2-Methoxy-4-methylpyridin-3-yl)cyclohexyl)-3-methyl-5-((3-(trifluoromethyl)pyridine-2-yl)methyl)pyrido[2,3-b]pyrazin-6(5H)-one COC1=NC=CC(=C1C1CCC(CC1)C1=CC=2C(=NC(=CN2)C)N(C1=O)CC1=NC=CC=C1C(F)(F)F)C